phenyl-(phenyl-alanine) C1(=CC=CC=C1)N([C@@H](C)C(=O)O)C1=CC=CC=C1